1-(4-(Dimethylamino)-1H-indol-6-yl)dihydropyrimidine-2,4(1H,3H)-dione CN(C1=C2C=CNC2=CC(=C1)N1C(NC(CC1)=O)=O)C